COC(C1=C(C(=C(C=C1F)C(F)(F)F)I)C)=O Methyl-6-fluoro-3-iodo-2-methyl-4-(trifluoromethyl)benzoat